N-{4-[(4-chloro-3-fluorophenylamino)methyl]phenyl}butyramide ClC1=C(C=C(C=C1)NCC1=CC=C(C=C1)NC(CCC)=O)F